ClC=1C=C2C(=NC1OC)C(=C(N2C)C2=NC(=NN2)[C@H](COC)OC)N2C=NC=C2 (R)-6-chloro-2-(3-(1,2-dimeth-oxyethyl)-1H-1,2,4-triazol-5-yl)-3-(1H-imidazol-1-yl)-5-methoxy-1-methyl-1H-pyrrolo-[3,2-b]pyridine